(2R)-4-Amino-1-(3-(3-(trifluoromethyl)phenyl)pyrrolidin-1-yl)butan-2-ol NCC[C@H](CN1CC(CC1)C1=CC(=CC=C1)C(F)(F)F)O